(butyl-octyl)Magnesium C(CCC)C(CCCCCCC)[Mg]